N1(CCNCC1)C(C(F)(F)F)=O piperazin-1-yl-2,2,2-trifluoroethan-1-one